NC1=C(C=C(C=N1)C1=NN2C(=C1)[C@@]1(CN(CC1)C(=O)NC(C)(C)C1=CC=NC=C1)OCC2)C(F)(F)F |r| (rac)-2-[6-amino-5-(trifluoromethyl)pyridin-3-yl]-N-[2-(pyridin-4-yl)propan-2-yl]-6,7-dihydrospiro[pyrazolo[5,1-c][1,4]oxazine-4,3'-pyrrolidine]-1'-carboxamide